FC(C=1C=CC(=NC1)OC=1C(=NC=CN1)C=1CCN(CC1)C(=O)OC(C)(C)C)(F)F tert-butyl 4-(3-((5-(trifluoromethyl) pyridin-2-yl) oxy) pyrazin-2-yl)-3,6-dihydropyridine-1(2H)-carboxylate